2,6-dimethyl-1,6-heptadiene-4-carboxylic acid CC(=C)CC(CC(=C)C)C(=O)O